butanediol bis(3-mercapto butyrate) SC(CC(=O)OC(CCC)OC(CC(C)S)=O)C